O=C1NC(CCC1N1C(C2=CC=C(C=C2C1=O)C(=O)NCC1=CC=C(C=C1)CC1=CN(C2=CC=CC=C12)C1=CC=C(C=C1)OC)=O)=O 2-(2,6-dioxopiperidin-3-yl)-N-(4-((1-(4-methoxyphenyl)-1H-indol-3-yl)methyl)benzyl)-1,3-dioxoisoindoline-5-carboxamide